(4-(1-(2,6-dichlorophenyl)azetidin-3-yl)-3-fluorobenzyl)piperidine-4-carboxylic acid ClC1=C(C(=CC=C1)Cl)N1CC(C1)C1=C(C=C(CN2CCC(CC2)C(=O)O)C=C1)F